C1(=CC=CC=C1)N1C(C2=CC=CC=C2C1=O)=O 2-phenyl-isoindole-1,3-dione